5-[2-(2-{[1,1'-Biphenyl]-4-sulfonamido}-5-fluorophenyl)ethynyl]-3-methylpyridin C1(=CC=C(C=C1)S(=O)(=O)NC1=C(C=C(C=C1)F)C#CC=1C=C(C=NC1)C)C1=CC=CC=C1